CN1CCN(CC1)CCN1N=C(C2=CC=CC=C12)N 1-(2-(4-methylpiperazin-1-yl)ethyl)-1H-indazol-3-amine